3-(4-bromophenyl)-2-((tert-butoxycarbonyl)amino)propionic acid BrC1=CC=C(C=C1)CC(C(=O)O)NC(=O)OC(C)(C)C